C1(=CC=CC=C1)C(CC(CCCCCCCCCCCCCCCCC)=O)=O 1-phenyl-1,3-eicosanedione